ClC=1C=C2C(N(C(=NC2=CC1F)[C@@H](CCC)N1CCN(C[C@H](C1)C)C)CC)=O 6-chloro-2-((R)-1-((R)-4,6-dimethyl-1,4-diazepan-1-yl)butyl)-3-ethyl-7-fluoroquinazolin-4(3H)-one